O=C(CSC1=NN=NN1C1=CC=C(C(=O)O)C=C1)NCC1=NC=NC=C1 4-(5-((2-Oxo-2-((pyrimidin-4-ylmethyl)amino)ethyl)thio)-1H-tetrazol-1-yl)benzoic acid